Methyl-(4-phenylphenyl)silane C[SiH2]C1=CC=C(C=C1)C1=CC=CC=C1